N(=[N+]=[N-])CC1=C(C=CC=C1F)F 2-azidomethyl-1,3-difluorobenzene